ClC1=CC(=CC(=N1)N1C(C2=CC(=CC=C2C1)C1(COC1)CC1=NN=CN1C)=O)CN(CC)CC 2-(6-Chloro-4-((diethylamino)methyl)pyridin-2-yl)-6-(3-((4-methyl-4H-1,2,4-triazol-3-yl)methyl)oxetan-3-yl)isoindolin-1-one